CC1(COC2(OC1)CCC(CC2)O)C 3,3-dimethyl-1,5-dioxaspiro[5.5]undecan-9-ol